N-((2-(4-(1-(2,3-dihydrobenzofuran-6-yl)ethyl)piperazin-1-yl)pyrimidin-5-yl)(oxo)(propyl)-λ6-sulfanylidene)-2,2,2-trifluoroacetamide O1CCC2=C1C=C(C=C2)C(C)N2CCN(CC2)C2=NC=C(C=N2)S(=NC(C(F)(F)F)=O)(CCC)=O